3,6-bis(3,5-diphenyl-phenyl)-9-phenylcarbazole C1(=CC=CC=C1)C=1C=C(C=C(C1)C1=CC=CC=C1)C=1C=CC=2N(C3=CC=C(C=C3C2C1)C1=CC(=CC(=C1)C1=CC=CC=C1)C1=CC=CC=C1)C1=CC=CC=C1